N-(p-methoxyphenyl)glycine COC1=CC=C(C=C1)NCC(=O)O